tert-butyl (3,3-difluoro-3-(pyridin-2-ylsulfonyl)-propyl)(methyl)carbamate FC(CCN(C(OC(C)(C)C)=O)C)(S(=O)(=O)C1=NC=CC=C1)F